methyl (S)-4-amino-5-((oxetan-2-ylmethyl)amino)thiophene-2-carboxylate NC=1C=C(SC1NC[C@H]1OCC1)C(=O)OC